(2S,4R)-1-[(2S)-3,3-dimethyl-2-[4-(1-methylsulfonyl-4-piperidyl)triazol-1-yl]butanoyl]-4-hydroxy-N-methyl-pyrrolidine-2-carboxamide CC([C@@H](C(=O)N1[C@@H](C[C@H](C1)O)C(=O)NC)N1N=NC(=C1)C1CCN(CC1)S(=O)(=O)C)(C)C